(S)-6-(6-Chloro-5-fluoro-2-oxo-1,2-dihydrospiro[benzo[d][1,3]oxazine-4,3'-pyrrolidin]-1'-yl)-N-(4-(4,4-difluoro-1-methylpyrrolidin-2-yl)benzyl)pyridazine-4-carboxamide ClC1=C(C2=C(NC(OC23CN(CC3)C3=CC(=CN=N3)C(=O)NCC3=CC=C(C=C3)[C@H]3N(CC(C3)(F)F)C)=O)C=C1)F